C(C1=CC=CC=C1)OC1=C(C=CC(=C1)O)C1=CC=CC=C1 benzyloxy-1,1'-biphenyl-4-ol